C(C)C(CC(F)F)C(CC(C(CC)CC)=O)=O 3,7-diethyl-1,1-difluoro-nonane-4,6-dione